5-((tert-butoxycarbonyl)((tetrahydro-2H-pyran-4-yl)methyl)amino)-2-chloro-4-nitropyridine 1-oxide C(C)(C)(C)OC(=O)N(C=1C(=CC(=[N+](C1)[O-])Cl)[N+](=O)[O-])CC1CCOCC1